2-[4,6-bis(2,4-dimethylphenyl)-1,3,5-triazine-2-yl]-5-(isooctyloxy)phenol CC1=C(C=CC(=C1)C)C1=NC(=NC(=N1)C1=C(C=C(C=C1)C)C)C1=C(C=C(C=C1)OCCCCCC(C)C)O